[(1R,5S,6r)-6-(4-methyl-5,5-dimethyl-4,5-dihydro-1,2,4-oxadiazol-3-yl)-3-azabicyclo[3.1.0]hex-3-yl](5-isopropyl-1H-pyrazol-3-yl)methanone CN1C(=NOC1(C)C)C1[C@H]2CN(C[C@@H]12)C(=O)C1=NNC(=C1)C(C)C